C(CCC)[C@H]1NS(C2=C(N(C1)C1=CC=CC=C1)C=C(C(=C2)CSCC(=O)OCC)OC)(=O)=O ethyl (R)-2-(((3-butyl-7-methoxy-1,1-dioxido-5-phenyl-2,3,4,5-tetrahydro-1,2,5-benzothiadiazepin-8-yl)methyl)thio)acetate